2-[4-(diphenylmethyl)piperazin-1-yl]-2-(pyridin-3-yl)acetonitrile C1(=CC=CC=C1)C(N1CCN(CC1)C(C#N)C=1C=NC=CC1)C1=CC=CC=C1